C(C(=C)C)(=O)OCCC[Si](Cl)(Cl)C 3-(methacryloxy)propylmethyl-dichlorosilane